CC1=CC(=CC=C1)CBr m-xylyl bromide